NC1=C(C=2C(=NC=C(C2S1)F)C1=C2C(=C3C=CC(=NC3=C1F)N1C[C@H](CC1)N(C)C)COC2)C#N 2-Amino-4-(7-((S)-3-(dimethylamino)pyrrolidin-1-yl)-5-fluoro-1,3-dihydrofuro[3,4-f]quinolin-4-yl)-7-fluorothieno[3,2-c]pyridine-3-carbonitrile